3-Cyclobutylamino-2-methyl-propan C1(CCC1)NCC(C)C